6-((2-((3R,4S)-3-Amino-4-fluoropiperidin-1-yl)-5,6-dichloro-1H-benzo[d]imidazol-1-yl)methyl)nicotinonitril-hydrochlorid Cl.N[C@@H]1CN(CC[C@@H]1F)C1=NC2=C(N1CC1=NC=C(C#N)C=C1)C=C(C(=C2)Cl)Cl